tert-butyl 3-(2-((4-methoxybenzyl)thio)propan-2-yl)piperazine-1-carboxylate COC1=CC=C(CSC(C)(C)C2CN(CCN2)C(=O)OC(C)(C)C)C=C1